(S)-7-methyl-2-(pyridin-4-yl)-4,5,7,8-tetrahydro-3-oxa-1-thia-5a,8-diazabenzo[cd]azulen-9(6H)-one C[C@H]1CN2C=3C(=C(SC3C(N1)=O)C1=CC=NC=C1)OCC2